[(dimethylamino)(3H-[1,2,3]triazolo[4,5-b]pyridin-3-yloxy)methylidene]dimethylazanium CN(C)C(ON1N=NC=2C1=NC=CC2)=[N+](C)C